N-(1H-indol-3-yl)-6-phenyl-3,4-dihydro-2,7-naphthyridine-2(1H)-carboxamide N1C=C(C2=CC=CC=C12)NC(=O)N1CC2=CN=C(C=C2CC1)C1=CC=CC=C1